BrC=1C=2N(C(=NC1)NC1=C(C=CC=C1OC)F)C=NN2 8-bromo-N-(2-fluoro-6-methoxyphenyl)-[1,2,4]triazolo[4,3-c]pyrimidin-5-amine